C1(=CCCCC1)C=1C=[NH+]C=CC1 3-(cyclohex-1-en-1-yl)pyridinium